N12CC(C(CC1)CC2)N(C(O)=O)[C@H]2C(COC1=CC(=CC=C21)C2=CC(=C(C=C2)C#N)F)(C)C.CN(C=O)C2=CC=CC=C2 N-methyl-phenyl-formamide (S)-quinuclidin-3-yl-(7-(4-cyano-3-fluorophenyl)-3,3-dimethylchroman-4-yl)carbamate